C12N(CC(NC1)CC2)C2=NC(=NC=1C(N(N=CC12)C1=C(C(=CC(=C1)O)Cl)C(F)(F)F)=O)OC([2H])([2H])[C@H]1N(CCC1)C 4-(2,5-Diazabicyclo[2.2.2]octan-2-yl)-7-(3-chloro-5-hydroxy-2-(trifluoromethyl)phenyl)-2-(((S)-1-methylpyrrolidin-2-yl)methoxy-d2)pyrimido[4,5-d]pyridazin-8(7H)-one